1,3-dibromo-2-hydroxypyrene BrC1=C(C(=C2C=CC3=CC=CC4=CC=C1C2=C34)Br)O